N[S@](=NC(CC1=C(C(=CC=C1C(C)C)C#N)C(C)C)=O)(=O)C=1SC=C(N1)C(C)(C)O |o1:1| (R) or (S)-N-(amino(4-(2-hydroxypropan-2-yl)thiazol-2-yl)(oxo)-λ6-sulfaneylidene)-2-(3-cyano-2,6-diisopropylphenyl)acetamide